NCC(=O)OCC ethanol (glycinate)